4-(4-amino-piperidin-1-yl)-3-(3,5-difluoro-phenyl-quinolin-6-yl)-2-hydroxybenzonitrile NC1CCN(CC1)C1=C(C(=C(C#N)C=C1)O)C=1C=C2C=CC(=NC2=CC1)C1=CC(=CC(=C1)F)F